5-fluoro-2-[[(3S,4R)-3-methyl-4-piperidinyl]amino]phenol FC=1C=CC(=C(C1)O)N[C@H]1[C@H](CNCC1)C